bromo-2-(3-chloropropyl)-1H-pyrrolo[2,3-b]pyridine BrN1C(=CC=2C1=NC=CC2)CCCCl